N(=[N+]=[N-])CC=1C=C(C=CC1)C=1C(=C2C(=NC(=NN2C1)C=1N(C=CN1)C)O)C1=CC=CC=C1 6-(3-(Azidomethyl)phenyl)-2-(1-methyl-1H-imidazol-2-yl)-5-phenylpyrrolo[2,1-f][1,2,4]triazin-4-ol